N-[4-(3-bromo-5-methyl-4-oxo-4,5-dihydro-1H-pyrrolo[3,2-c]pyridin-2-yl)pyridin-2-yl]-2-(4-fluorophenyl)propanamide BrC1=C(NC2=C1C(N(C=C2)C)=O)C2=CC(=NC=C2)NC(C(C)C2=CC=C(C=C2)F)=O